ClC=1C(=C(C=CC1)NC(=C(C(NCCC(F)(F)F)=S)C#N)S)F 3-((3-chloro-2-fluorophenyl)amino)-2-cyano-3-mercapto-N-(3,3,3-trifluoropropyl)prop-2-enethioamide